pyridyl-cholesterol methacrylate C(C(=C)C)(=O)O[C@@H]1CC2=CC[C@H]3[C@@H]4CC[C@H]([C@@H](CCCC(CC5=NC=CC=C5)C)C)[C@]4(CC[C@@H]3[C@]2(CC1)C)C